(2S)-3-(3-chlorophenyl)-2-(9H-fluoren-9-yl-methoxycarbonylamino)propanoic acid ClC=1C=C(C=CC1)C[C@@H](C(=O)O)N(C(=O)OC)C1C2=CC=CC=C2C=2C=CC=CC12